BrC=1C=C(C=C(C1)COCC1=CC=C(C=C1)OC)C1(CN(C1)C(=O)OC(C)(C)C)O tert-butyl 3-[3-bromo-5-[(4-methoxyphenyl)methoxymethyl]phenyl]-3-hydroxy-azetidine-1-carboxylate